Methyl (R)-5-(8-(9-ethyl-4-methyl-2-oxo-2,3,4,5-tetrahydro-1H-benzo[b][1,4]diazepin-6-yl)isoquinolin-3-yl)picolinate C(C)C1=CC=C(C2=C1NC(C[C@H](N2)C)=O)C=2C=CC=C1C=C(N=CC21)C=2C=CC(=NC2)C(=O)OC